C(#N)C1=CN(C2=CC=C(C=C12)NC(C1=CC=NC=C1)=O)C1CC1 N-(3-cyano-1-cyclopropyl-1H-indol-5-yl)isonicotinamide